7-bromo-5-((1-methylpiperidin-4-yl)amino)-1-(2,2,2-trifluoroethyl)-1H-benzo[d]imidazole-2-carbonitrile BrC1=CC(=CC2=C1N(C(=N2)C#N)CC(F)(F)F)NC2CCN(CC2)C